BrCCC(CC(=O)N[C@@H]1CC(CN(C1)C(=O)OC(C)(C)C)(F)F)C tert-butyl (5R)-5-[(5-bromo-3-methylpentanoyl)amino]-3,3-difluoropiperidine-1-carboxylate